C(C(=C)C)(=O)OCCC(=O)O β-carboxyethyl methacrylate